N1N=CC(=C1)C1=CC=C(C=C1)NC1=NC=NC(=N1)N1CCNCC1 N-(4-(1H-pyrazol-4-yl)-phenyl)-4-(piperazin-1-yl)-1,3,5-triazin-2-amine